C[Si](C(C(=O)OC(C)C)C)(OC)OC isopropyl α-methyldimethoxysilylpropionate